1-(4,4,4-Trifluorobutan-2-yl)piperidin-4-one FC(CC(C)N1CCC(CC1)=O)(F)F